ethyl 2-(2-((tert-butylsulfinyl)amino)-5-(5-((3-chloro-4-fluorophenyl)carbamoyl)-1-methyl-1H-imidazol-4-yl)octahydropentalen-2-yl)-2,2-difluoroacetate C(C)(C)(C)S(=O)NC1(CC2CC(CC2C1)C=1N=CN(C1C(NC1=CC(=C(C=C1)F)Cl)=O)C)C(C(=O)OCC)(F)F